C(C)(C)(C)OC(=O)N1CC(C(CC1)C(C)=O)CC 4-acetyl-3-ethylpiperidine-1-carboxylic acid tert-butyl ester